ClC1=NC(=NC(=C1OC1=C(C=CC=C1)OC)Cl)CC1=CC=C(C=C1)F 4,6-Dichloro-2-(4-fluorobenzyl)-5-(2-methoxyphenoxy)pyrimidine